(2R,5R)-N-(4-cyclopropylphenyl)-5-fluoro-piperidine-2-carboxamide hydrochloride Cl.C1(CC1)C1=CC=C(C=C1)NC(=O)[C@@H]1NC[C@@H](CC1)F